[O-]CCCC.[Ta+5].[O-]CCCC.[O-]CCCC.[O-]CCCC.[O-]CCCC tantalum n-butoxide